N-methoxy-N,4-dimethyl-4-((triethylsilyl)oxy)hept-6-enamide (E)-3,7-dimethyl-2,6-octadienyl-palmitate C\C(=C/COC(CCCCCCCCCCCCCCC)=O)\CCC=C(C)C.CON(C(CCC(CC=C)(O[Si](CC)(CC)CC)C)=O)C